4-((1-butyl-3-(4-(3-(4-(3-((2-(2,6-dioxopiperidin-3-yl)-1,3-dioxoisoindolin-5-yl)amino)propyl)-1H-1,2,3-triazol-1-yl)propoxy)phenyl)ureido)methyl)-N-hydroxybenzamide C(CCC)N(C(=O)NC1=CC=C(C=C1)OCCCN1N=NC(=C1)CCCNC=1C=C2C(N(C(C2=CC1)=O)C1C(NC(CC1)=O)=O)=O)CC1=CC=C(C(=O)NO)C=C1